COC1=CC(=C(C(=O)O)C(=C1)C)C 4-methoxy-2,6-dimethylbenzoic acid